2-Phenoxydecaethyleneglycol methacrylat C(C(=C)C)(=O)O.O(C1=CC=CC=C1)C(CO)OCCOCCOCCOCCOCCOCCOCCOCCOCCO